CC1CCC=2C1=NC1=C(C2NC(=O)N=[S@](=O)(N)C=2SC=C(C2)C(C)(C)O)CCC1C (R)-N'-((3,5-dimethyl-1,2,3,5,6,7-hexahydrodicyclopenta[b,e]pyridin-8-yl)carbamoyl)-4-(2-hydroxypropan-2-yl)thiophene-2-sulfonimidamide